O1C=CN(C=C1)CC=1C=C(C=CC1C1=CC=NC=C1)NC(CC)=O N-[3-(1,4-oxazin-4-ylmethyl)-4-(pyridin-4-yl)phenyl]propanamide